[K].[N+](=O)([O-])C1(C(=NON1)N[N+](=O)[O-])[N+](=O)[O-] dinitro-3-nitroaminofurazan potassium salt